ClC1=CC=C(CN2C(=NC=3N(C(N(C(C23)=O)CCCO)=O)CC)OC=2C=C(C=CC2)C)C=C1 7-(4-chlorobenzyl)-3-ethyl-1-(3-hydroxypropyl)-8-(m-tolyloxy)-1H-purine-2,6(3H,7H)-dione